CC=1C=CC=2N(C3=CC=C(C=C3C2C1)C)C1=CC=C(C=C1)C1=CC(=CC=C1C1=NC(=NC(=N1)C1=CC=CC=C1)C1=CC=CC=C1)C#N 4'-(3,6-dimethyl-9H-carbazol-9-yl)-6-(4,6-diphenyl-1,3,5-triazin-2-yl)-[1,1'-biphenyl]-3-carbonitrile